1-(5-amino-2,3-dihydro-1H-isoindol-2-yl)-2-methylpropan-2-ol NC=1C=C2CN(CC2=CC1)CC(C)(O)C